C(#N)C1=C(C=C(C=C1)N1CCC(CC1)C(=O)NC1=NC=C(C=C1)OC1CCN(CC1)CCN1CCN(CC1)C=1C=C2C(N(C(C2=CC1)=O)C1C(NC(CC1)=O)=O)=O)C(F)(F)F 1-(4-cyano-3-(trifluoromethyl)phenyl)-N-(5-((1-(2-(4-(2-(2,6-dioxopiperidin-3-yl)-1,3-dioxoisoindolin-5-yl)piperazin-1-yl)ethyl)piperidin-4-yl)oxy)pyridin-2-yl)piperidine-4-carboxamide